methyl (S)-3-(methoxymethyl)-4-phenyl-2,3,4,5-tetrahydrobenzo[f][1,4]oxazepine-8-carboxylate COC[C@H]1COC2=C(CN1C1=CC=CC=C1)C=CC(=C2)C(=O)OC